O[C@@H]1CNC[C@@H]1C(=O)N1CCN(CC1)C(=O)C1=C(C=C(NC=2C=3N(C=CN2)C(=CN3)C=3C(=NN(C3)CC#N)C(F)(F)F)C=C1)C 2-[4-[8-[4-[4-[(3S,4S)-3-hydroxypyrrolidine-4-carbonyl]piperazine-1-carbonyl]-3-methylanilino]imidazo[1,2-a]pyrazin-3-yl]-3-(trifluoromethyl)pyrazol-1-yl]acetonitrile